NC1=C(C=C2C(=N1)C=C(N2)CN2C(C1=CC(=CC=C1[C@@]21C(N(CC1)CC1=C(C=CC(=C1)F)F)=O)F)=O)F (S)-2-((5-Amino-6-fluoro-1H-pyrrolo[3,2-b]pyridin-2-yl)methyl)-1'-(2,5-difluorobenzyl)-5-fluorospiro[isoindoline-1,3'-pyrrolidine]-2',3-dione